5-chloro-N-[4-(4-{[(4R)-1-ethyl-3,3-difluoropiperidin-4-yl]oxy}-3-methyl-1H-pyrazolo[3,4-d]pyrimidin-6-yl)phenyl]-2-fluorobenzenesulfonamide ClC=1C=CC(=C(C1)S(=O)(=O)NC1=CC=C(C=C1)C1=NC(=C2C(=N1)NN=C2C)O[C@H]2C(CN(CC2)CC)(F)F)F